9-(naphthalen-2-ylthio)nonylacrylic acid C1=C(C=CC2=CC=CC=C12)SCCCCCCCCCC(C(=O)O)=C